N-(3-(5-(3-Aminophenyl)-1H-pyrazolo[3,4-b]pyridin-3-carbonyl)-2,4-difluorophenyl)propan-1-sulfonamid NC=1C=C(C=CC1)C=1C=C2C(=NC1)NN=C2C(=O)C=2C(=C(C=CC2F)NS(=O)(=O)CCC)F